O[C@@H](CC(=O)O)CNCC1=C(C=C(C=C1)C1=C(C(=CC=C1)C1=C(C(=CC=C1)C1=CC=C(C=C1)CN1C[C@@H](CC1)O)C)C)OC(F)(F)F (S)-3-hydroxy-4-(((4'''-(((R)-3-hydroxypyrrolidin-1-yl)methyl)-2',2''-dimethyl-3-(trifluoromethoxy)-[1,1':3',1'':3'',1'''-quaterphenyl]-4-yl)methyl)amino)butanoic acid